(S)-7-bromo-N-(5-methyl-4-oxo-2,3,4,5-tetrahydrobenzo[b][1,4]oxazepin-3-yl)benzo[d]thiazole-2-carboxamide BrC1=CC=CC=2N=C(SC21)C(=O)N[C@@H]2C(N(C1=C(OC2)C=CC=C1)C)=O